O[C@H]1C(OCC1(C)C)=O D-3-hydroxy-4,4-dimethyloxolan-2-one